methyl 4-(4-hydroxy-1-piperidyl)benzoate OC1CCN(CC1)C1=CC=C(C(=O)OC)C=C1